C(C)N1N=C(C(=C1C=1N(C(=NN1)C=1C=2N(C=C(C1)C(=O)N)C(=NC2)C)CC2=CC=C(C=C2)OC)F)C 8-{5-(1-ethyl-4-fluoro-3-methyl-1H-pyrazol-5-yl)-4-[(4-methoxyphenyl)methyl]-4H-1,2,4-triazol-3-yl}-3-methylimidazo[1,5-a]pyridine-6-carboxamide